NC1=NN(C2=NC(=CC=C21)C2CC2)C(=O)[C@H]2[C@@H](OCC2)C (3-amino-6-cyclopropyl-1H-pyrazolo[3,4-b]pyridin-1-yl)((2S,3R)-2-methyltetrahydrofuran-3-yl)methanone